(R)-(3-Fluorophenyl)(4-(4-(trifluoromethoxy)benzyl)-7-azabicyclo-[2.2.1]heptan-1-yl)methanol FC=1C=C(C=CC1)[C@@H](O)C12CCC(CC1)(N2)CC2=CC=C(C=C2)OC(F)(F)F